C12N(CC(CC1)C2)C=2C(=NC1=CC(=CC(=C1N2)[C@@H](C)NC2=C(C(=O)O)C=CC=C2)C)C#N 2-(((1R)-1-(3-(2-azabicyclo[2.2.1]-heptan-2-yl)-2-cyano-7-methylquinoxalin-5-yl)ethyl)amino)benzoic acid